4-Cyclopropyl-N-((S)-2,2-dicyclopropyl-1-(5-((S)-2-methoxy-1-((S)-2-oxo-4-(trifluoromethyl)imidazolidin-1-yl)ethyl)benzo[d]oxazol-2-yl)ethyl)-1,2,5-oxadiazole-3-carboxamide C1(CC1)C=1C(=NON1)C(=O)N[C@@H](C(C1CC1)C1CC1)C=1OC2=C(N1)C=C(C=C2)[C@@H](COC)N2C(N[C@@H](C2)C(F)(F)F)=O